(S)-5-((((3'-chloro-2'-(3-((3-fluoro-4-(((S)-3-hydroxypyrrolidin-1-yl)methyl)pyridin-2-yl)amino)-2-methylphenyl)-6-methoxy-[2,4'-bipyridin]-5-yl)methyl)amino)methyl)pyrrolidin-2-one ClC=1C(=NC=CC1C1=NC(=C(C=C1)CNC[C@@H]1CCC(N1)=O)OC)C1=C(C(=CC=C1)NC1=NC=CC(=C1F)CN1C[C@H](CC1)O)C